C1(N=NC(N1CCC(=O)O)=O)=O β-diazamaleimidopropionic acid